(R)-8-((3S,5R)-4-acryloyl-3,5-dimethylpiperazin-1-yl)-11-(4-fluorophenyl)-3-(pyrrolidin-1-yl)-10-(trifluoromethyl)-3,4-dihydro-2H,6H-[1,4]thiazepino[2,3,4-ij]quinazolin-6-one C(C=C)(=O)N1[C@H](CN(C[C@H]1C)C1=NC(N2C3=C(C(=C(C=C13)C(F)(F)F)C1=CC=C(C=C1)F)SC[C@@H](C2)N2CCCC2)=O)C